3-amino-2-methylphenylboronic acid hydrochloride Cl.NC=1C(=C(C=CC1)B(O)O)C